Cl.Cl.C[C@@H]1CN(C[C@@H](N1)C)C=1N=NC(=CN1)C1=C(C=C(C=C1)N1N=CC=N1)O 2-{3-[(3R,5S)-3,5-dimethylpiperazin-1-yl]-1,2,4-triazin-6-yl}-5-(2H-1,2,3-triazol-2-yl)phenol dihydrochloride